NC1=NC=CC=C1C1=NC=2C(=NC(=CC2)C2=CC=CC=C2)N1C=1C=C2CC[C@@H](C2=CC1)NC(C1=C(C=C(C(=C1)C=O)O)F)=O N-[(1S)-5-[2-(2-aminopyridin-3-yl)-5-phenylimidazo[4,5-b]pyridin-3-yl]-2,3-dihydro-1H-inden-1-yl]-2-fluoro-5-formyl-4-hydroxybenzamide